6-{4-[(1s,6r)-3,9-diazabicyclo[4.2.1]non-3-yl]-2-[(2,2-difluoro-hexahydro-1H-pyrrolizin-7a-yl)methoxy]-8-fluoroquinazolin-7-yl}-4-methyl-5-(trifluoromethyl)pyridin-2-amine [C@@H]12CN(CC[C@@H](CC1)N2)C2=NC(=NC1=C(C(=CC=C21)C2=C(C(=CC(=N2)N)C)C(F)(F)F)F)OCC21CCCN1CC(C2)(F)F